1-cyclobutyl-4-((5-(3-fluorophenyl)-1,3,4-thiadiazol-2-yl)methyl)piperazine-2,3-dione C1(CCC1)N1C(C(N(CC1)CC=1SC(=NN1)C1=CC(=CC=C1)F)=O)=O